3-chloro-5-{2-[(2R,4S)-4-{[4-(2-hydroxyethanesulfonyl)phenoxy]meth-yl}-2-methylpyrrolidin-1-yl]ethyl}benzonitrile ClC=1C=C(C#N)C=C(C1)CCN1[C@@H](C[C@@H](C1)COC1=CC=C(C=C1)S(=O)(=O)CCO)C